F[SiH](C(Cl)Cl)F difluorodichloromethylsilane